N-[4-[[1-(2-amino-2-oxo-ethyl)-2-methyl-pyrazol-2-ium-4-yl]methylcarbamoyl]-3-chloro-phenyl]-5-(2,3-difluoro-4-methoxy-phenyl)-1-methyl-imidazole-2-carboxamide NC(CN1[N+](=CC(=C1)CNC(=O)C1=C(C=C(C=C1)NC(=O)C=1N(C(=CN1)C1=C(C(=C(C=C1)OC)F)F)C)Cl)C)=O